rel-(S)-N-[2-amino-5-(2-thienyl)phenyl]-4-(cyclopropylsulfonimidoyl)benzamide NC1=C(C=C(C=C1)C=1SC=CC1)NC(C1=CC=C(C=C1)[S@](=O)(=N)C1CC1)=O |o1:20|